C/C/1=C/C[C@H]2[C@H](CC[C@@]2(C[C@H]3[C@@H]1CC[C@@]3(C)O)C)[C@@H](C)CCC=C(C)C The molecule is a sesterterpenoid that is (7Z)-ophiobola-7,19-diene carrying a hydroxy substituent at position 3. It has a role as a fungal metabolite. It is a sesterterpenoid, a carbotricyclic compound and a tertiary alcohol.